tert-butyl (3S,4R)-3-fluoro-4-(hydroxymethyl)piperidine-1-carboxylate F[C@@H]1CN(CC[C@@H]1CO)C(=O)OC(C)(C)C